C1=C(C=CC2=C(C(=C(C(=C12)[2H])[2H])[2H])[2H])N1C2=CC=CC=C2C=2C=C(C=CC12)B(O)O (9-(naphthalene-2-yl-5,6,7,8-d4)-9H-carbazol-3-yl)boronic acid